4-(4-(cyclopropyl-(2,6-difluorophenyl)amino)-2-(2-fluoro-4-(3-methoxyureido)phenyl)-7-methoxy-1H-indol-6-yl)-3-fluorobenzamide C1(CC1)N(C1=C2C=C(NC2=C(C(=C1)C1=C(C=C(C(=O)N)C=C1)F)OC)C1=C(C=C(C=C1)NC(=O)NOC)F)C1=C(C=CC=C1F)F